C(C)(C)N1CCN(CC1)C1=CC=C(C=C1)C=1C=C(C2=C(N(C(=N2)C2=CC=C(C=C2)S(=O)(=O)C)C)C1)C 6-(4-(4-Isopropylpiperazin-1-yl)phenyl)-1,4-dimethyl-2-(4-(methylsulfonyl)phenyl)-1H-benzo[d]imidazol